FC1=C(C(=C(C(=C1[B-](C1=C(C(=C(C(=C1F)F)F)F)F)(C1=C(C(=C(C(=C1F)F)F)F)F)C1=C(C(=C(C(=C1F)F)F)F)F)F)F)F)F.C1(CCCCC1)[NH2+]C1CCCCC1 di-(cyclohexyl)-ammonium tetrakis-(pentafluorophenyl)-borate